6-(2-methyl-1H-imidazo[4,5-b]pyridin-6-yl)-N-(1-phenylethyl)quinazolin-4-amine CC=1NC=2C(=NC=C(C2)C=2C=C3C(=NC=NC3=CC2)NC(C)C2=CC=CC=C2)N1